FC(C)(F)C1=NC=C(C=O)C=C1 6-(1,1-difluoroethyl)nicotinaldehyde